C(C)OC(/C(=C/C1=CC(=NC=C1[N+](=O)[O-])Br)/O)=O.CN1C(=CC=C1)C(CCC1=CC=C(C=C1)C)=O 1-(N-methyl-pyrrol-2-yl)-3-(p-tolyl)propan-1-one (Z)-ethyl-3-(2-bromo-5-nitropyridin-4-yl)-2-hydroxyacrylate